C(C)(C)(C)OC(=O)N1CC(C1)(O)C1=CC(=NN1)Br.BrC1=CC(=NN1COCC[Si](C)(C)C)C1(CN(C1)C(=O)OC(C)(C)C)O tert-butyl 3-(5-bromo-1-{[2-(trimethylsilyl)ethoxy]methyl}-1H-pyrazol-3-yl)-3-hydroxyazetidine-1-carboxylate Tert-butyl-3-(3-bromo-1H-pyrazol-5-yl)-3-hydroxyazetidine-1-carboxylate